(R)-N-((S)-9-(4-bromobenzenesulfonyl)-2,3,4,9-tetrahydro-1H-carbazol-4-yl)-2-methylpropan-2-sulfinamide BrC1=CC=C(C=C1)S(=O)(=O)N1C2=CC=CC=C2C=2[C@H](CCCC12)N[S@](=O)C(C)(C)C